1-Methoxypropan-2-yl (2-{2-chloro-4-fluoro-5-[3-methyl-2,6-dioxo-4-(trifluoromethyl)-3,6-dihydropyrimidin-1(2H)-yl]phenoxy}phenoxy)acetate ClC1=C(OC2=C(OCC(=O)OC(COC)C)C=CC=C2)C=C(C(=C1)F)N1C(N(C(=CC1=O)C(F)(F)F)C)=O